tetra(octan-3-yl) 9,9',9'',9'''-(((terephthaloylbis(azanediyl))bis(propane-3,1-diyl))bis(azanetriyl))tetranonanoate C(C1=CC=C(C(=O)NCCCN(CCCCCCCCC(=O)OC(CC)CCCCC)CCCCCCCCC(=O)OC(CC)CCCCC)C=C1)(=O)NCCCN(CCCCCCCCC(=O)OC(CC)CCCCC)CCCCCCCCC(=O)OC(CC)CCCCC